2,4-bis-trifluoromethyl-phenylboronic acid FC(C1=C(C=CC(=C1)C(F)(F)F)B(O)O)(F)F